2-[(2S)-2,3-Dihydro[1,4]dioxino[2,3-b]pyridin-2-ylmethyl]-8-methyl-N-[(2S)-tetrahydrofuran-2-ylmethyl]-4,5-dihydro-2H-furo[2,3-g]indazol-7-carboxamid O1[C@H](COC2=NC=CC=C21)CN2N=C1C3=C(CCC1=C2)OC(=C3C)C(=O)NC[C@H]3OCCC3